C(CCCCCCC\C=C/CCCCCCCC)(=O)CC(CN(C)C)C(CCCCCCC\C=C/CCCCCCCC)=O 1,2-dioleoyl-3-dimethylaminopropane